(E)-N-(4-(1-(4-(4-(6-((2-(2,6-dioxopiperidin-3-yl)-1-oxoisoindolin-4-yl)amino)hexanoyl)piperazin-1-yl)benzoyl)piperidin-4-yl)butyl)-3-(pyridin-3-yl)acrylamide O=C1NC(CCC1N1C(C2=CC=CC(=C2C1)NCCCCCC(=O)N1CCN(CC1)C1=CC=C(C(=O)N2CCC(CC2)CCCCNC(\C=C\C=2C=NC=CC2)=O)C=C1)=O)=O